O1C2=C(OCC1C(=O)N1CCN(CC1)CC(COC=1C(=CC=C3C(C(OCC13)C)=O)OC)O)C=CC=C2 8-(3-(4-(2,3-dihydrobenzo[b][1,4]dioxine-2-carbonyl)piperazin-1-yl)-2-hydroxypropoxy)-7-methoxy-3-methylisochroman-4-one